tert-butyl-(3-exo)-3-((4-((5-methyl-1H-pyrazol-3-yl) amino) pyrido[3,4-d]pyrimidin-2-yl) amino)-8-azabicyclo[3.2.1]octane-8-carboxylate C(C)(C)(C)OC(=O)N1C2CC(CC1CC2)NC=2N=C(C1=C(N2)C=NC=C1)NC1=NNC(=C1)C